FCC1(CC1)N1C(N(C2=C1C=CC(=C2)S(=O)(=O)N)C2=NC(=NS2)C)=O [1-(fluoromethyl)cyclopropyl]-3-(3-methyl-1,2,4-thiadiazol-5-yl)-2-oxo-1H-benzimidazole-5-sulfonamide